FC(C(=O)O)(F)F.O=C1[C@@H]2C[C@@H]2CN1C1=CC2=C(C=N1)C(CC2)N2N=NC(=C2)C(=O)O 1-(3-((1R,5S)-2-oxo-3-azabicyclo[3.1.0]hexan-3-yl)-6,7-dihydro-5H-cyclopenta[c]pyridin-7-yl)-1H-1,2,3-triazole-4-carboxylic acid, 2,2,2-trifluoroacetate salt